C(#N)C=1C=NN2C1C(=CC(=C2)C=2C=NN(C2)C)C=2C=CC(=NC2)N2[C@H]1C(CN([C@H]1C2)CC=2C=NC(=CC2)OC)(C(=O)N)O (1S,5R)-6-(5-(3-cyano-6-(1-methyl-1H-pyrazol-4-yl)pyrazolo[1,5-a]pyridin-4-yl)pyridin-2-yl)-4-hydroxy-2-((6-methoxypyridin-3-yl)methyl)-2,6-diazabicyclo[3.2.0]heptane-4-carboxamide